C(C)(C)(C)OC(=O)C1N(C(=NC12C(N(C1=CC=CC=C21)C(C)=O)=O)C2=CC=CC=C2)C2=CC=CC=C2 1'-acetyl-2'-oxo-1,2-diphenyl-1,5-dihydrospiro[imidazole-4,3'-indoline]-5-carboxylic acid tert-butyl ester